ClC1=C(C(=C(N=N1)N)C)COC 6-chloro-5-(methoxymethyl)-4-methyl-pyridazin-3-amine